tert-Butyl 3-(7-(difluoromethyl)-3,4-dihydroquinolin-1(2H)-yl)-1-methyl-1,4,6,7-tetrahydro-5H-pyrazolo[4,3-c]pyridine-5-carboxylate FC(C1=CC=C2CCCN(C2=C1)C1=NN(C2=C1CN(CC2)C(=O)OC(C)(C)C)C)F